tert-butyl [(3S,4R)-3-hydroxy-3-methyloxan-4-yl]carbamate O[C@@]1(COCC[C@H]1NC(OC(C)(C)C)=O)C